benzyl (4-(4-(3-(3-(tert-butyl)-phenyl-1H-pyrazol-5-yl)ureido)-3-(methylthio)phenoxy)pyridin-2-yl)carbamate C(C)(C)(C)C=1C=C(C=CC1)N1N=CC=C1NC(NC1=C(C=C(OC2=CC(=NC=C2)NC(OCC2=CC=CC=C2)=O)C=C1)SC)=O